COC(=O)C1(CC1)C1=CC=C(C=C1)C1=CC=C(C=C1)O 1-(4'-hydroxy-[1,1'-biphenyl]-4-yl)cyclopropane-1-carboxylic acid methyl ester